C(CCCCCC(C)C)N N-isononylamine